(1R,2R)-1-((2R,3R,4S,6R)-4-acetoxy-3-(2-acetoxyacetamido)-6-((6-aminohexyl)oxy)-6-(methoxycarbonyl)tetrahydro-2H-pyran-2-yl)-3-(2-(4-ethynylphenyl)acetamido)propane-1,2-diyl diacetate C(C)(=O)O[C@H]([C@@H](CNC(CC1=CC=C(C=C1)C#C)=O)OC(C)=O)[C@@H]1O[C@](C[C@@H]([C@H]1NC(COC(C)=O)=O)OC(C)=O)(C(=O)OC)OCCCCCCN